BrC=1C=C2C(=CC=NC2=CC1)OC=1C=C(C=C(C1)OC)NC(C)=O N-(3-((6-bromoquinolin-4-yl)oxy)-5-methoxyphenyl)acetamide